Sodium hexadecanohydrazide C(CCCCCCCCCCCCCCC)(=O)NN.[Na]